5-(3-methoxy-3-oxopropyl)tetrahydrofuran-2-carboxylic acid methyl ester COC(=O)C1OC(CC1)CCC(=O)OC